F[C@H]1C[C@@H](CN(C1)C)NC1=NN=C(C2=CC=CC=C12)C1=C(C=C(C=C1)C(F)(F)F)O 2-(4-{[(3s,5s)-5-fluoro-1-methylpiperidin-3-yl]amino}phthalazin-1-yl)-5-(trifluoromethyl)phenol